[3-(Trimethoxysilyl)propyl]-succinic anhydride CO[Si](CCCC1C(=O)OC(C1)=O)(OC)OC